FC(C=1N=C2C(=NC1)NC(C21CCN(CC1)C(=O)OC(C)(C)C)=O)F tert-butyl 2-(difluoromethyl)-6-oxo-spiro[5H-pyrrolo[2,3-b]pyrazine-7,4'-piperidine]-1'-carboxylate